[Si](C1=CC=CC=C1)(C1=CC=CC=C1)(C(C)(C)C)OC[C@H]1N(CC[C@@H](C1)C#N)C(=O)OC(C)(C)C tert-butyl (2S,4S)-2-(((tert-butyldiphenylsilyl)oxy)methyl)-4-cyanopiperidine-1-carboxylate